C(#N)C1=NC(=C(C(=O)O)C=C1)C1=C(C=CC=C1OC)F 6-cyano-2-(2-fluoro-6-methoxyphenyl)nicotinic acid